pentafluorophenyl 2-oxo-7-propyl-1,2-dihydroquinoline-3-carboxylate O=C1NC2=CC(=CC=C2C=C1C(=O)OC1=C(C(=C(C(=C1F)F)F)F)F)CCC